1-(3-methylaminopropyl)-3-ethyl-carbodiimide hydrochloride Cl.CNCCCN=C=NCC